NC1=C(C(=O)O)C=C(C=N1)C=1C=C2CCC3(CN(CC3)C3CCOCC3)C2=CC1 2-amino-5-(1'-(tetrahydro-2H-pyran-4-yl)-2,3-dihydrospiro[inden-1,3'-pyrrolidin]-5-yl)nicotinic acid